3-(aminooxy)butanoic acid NOC(CC(=O)O)C